tert-butyl (2R)-2-[[(2S)-2-[[(benzyloxy)carbonyl]amino]-3-methoxy-3-oxopropoxy]methyl]pyrrolidine-1-carboxylate C(C1=CC=CC=C1)OC(=O)N[C@@H](COC[C@@H]1N(CCC1)C(=O)OC(C)(C)C)C(=O)OC